4-(((2-(2,6-dioxopiperidin-3-yl)-1,3-dioxoisoindolin-5-yl)amino)methyl)N-(2-(4-methoxyphenoxy)phenyl)benzamide O=C1NC(CCC1N1C(C2=CC=C(C=C2C1=O)NCC1=CC=C(C(=O)NC2=C(C=CC=C2)OC2=CC=C(C=C2)OC)C=C1)=O)=O